trifluoromethanesulfonic acid ammonium salt [NH4+].FC(S(=O)(=O)[O-])(F)F